1-(6-amino-4-chloro-3-cyclopropyl-benzisoxazol-7-yl)ethanone 2-Ethyl-1-(2-sulfamoylethyl)piperidine-4-carboxylate C(C)C1N(CCC(C1)C(=O)O)CCS(N)(=O)=O.NC1=C(C2=C(C(=NO2)C2CC2)C(=C1)Cl)C(C)=O